N=1C(=NN2C1C=CC=C2)N[C@@H]2C[C@H](CC2)NC2=C(C=C(C=N2)N2N=CC=CC2=O)F 2-(6-(((1S,3S)-3-([1,2,4]triazolo[1,5-a]pyridin-2-ylamino)cyclopentyl)amino)-5-fluoropyridin-3-yl)pyridazin-3(2H)-one